OC1=CC=C2C(=C(C(OC2=C1)=O)CCC(=O)OCC)C ethyl 3-(7-hydroxy-4-methyl-2-oxo-2H-chromen-3-yl)-propionate